C1(CC1)C=1NC(=NN1)C1CC2(CN(C2)C(=O)N2CCN(CC2)C(=O)C2=CC(=CC=C2)F)C1 [4-[6-(5-cyclopropyl-4H-1,2,4-triazol-3-yl)-2-azaspiro[3.3]heptane-2-carbonyl]piperazino]-(3-fluorophenyl)methanone